(1R,5S)-3-(8-fluoro-7-(3-hydroxynaphthalen-1-yl)-2-((1-methylpyrrolidin-2-yl)methoxy)quinazolin-4-yl)-N-methoxy-3,8-diazabicyclo[3.2.1]octane-8-carboxamide FC=1C(=CC=C2C(=NC(=NC12)OCC1N(CCC1)C)N1C[C@H]2CC[C@@H](C1)N2C(=O)NOC)C2=CC(=CC1=CC=CC=C21)O